CNC(CC=1C=CC2=C(C=CO2)C1)C N-methyl-1-(benzofuran-5-yl)-propane-2-amine